benzil p-toluenesulfonate CC1=CC=C(C=C1)S(=O)(=O)O.C1(=CC=CC=C1)C(=O)C(=O)C1=CC=CC=C1